ClC1=C(C(=CC=C1)Cl)[C@H]1[C@@H](OC(O1)(C)C)CO ((4S,5S)-5-(2,6-dichlorophenyl)-2,2-dimethyl-1,3-dioxolan-4-yl)methanol